C(CCCCCCCCCCC)N n-Dodecylamin